1-((3ar,5r,6as)-5-(6-chloroimidazo[1,5-a]pyridin-5-yl)-5-hydroxyhexahydrocyclopenta[c]pyrrol-2(1H)-yl)ethanone ClC=1C=CC=2N(C1C1(C[C@@H]3[C@@H](CN(C3)C(C)=O)C1)O)C=NC2